C(CC)OC(NC1=C(C=C(C=C1)NCC1=CC=C(C=C1)C(C)C)C=1OC=CC1)=O [2-Furan-2-yl-4-(4-isopropylbenzylamino)-phenyl]-carbamic acid propyl ester